5-[4-[4-(trifluoromethyl)benzoyl]aminophenyl]-1H-naphtho[1,2-b][1,4]diazepine-2,4(3H,5H)-dione FC(C1=CC=C(C(=O)NC2=CC=C(C=C2)N2C3=C(NC(CC2=O)=O)C2=CC=CC=C2C=C3)C=C1)(F)F